2-chloro-N-(3-methoxyphenyl)-acetamide ClCC(=O)NC1=CC(=CC=C1)OC